C(C1=CC=CC=C1)(=O)O[C@@H]1[C@H](O[C@H]([C@@H]1OC(C1=CC=CC=C1)=O)N1C=C(C2=C1N=CN=C2Cl)C2=CC1=CC=CC=C1C=C2NC(=O)OC(C)(C)C)COC(C2=CC=CC=C2)=O (2R,3R,4R,5R)-2-((Benzoyloxy)methyl)-5-(5-(3-((tert-butoxycarbonyl)amino)naphthalen-2-yl)-4-chloro-7H-pyrrolo[2,3-d]pyrimidin-7-yl)tetrahydrofuran-3,4-diyl dibenzoate